FC(OC1=CC=C(C=C1)S(=O)(=O)N1C2CC(CC1CC2)=O)F 8-((4-(Difluoromethoxy)phenyl)sulfonyl)-8-azabicyclo[3.2.1]octan-3-one